2-((2R,3S,4S,5R)-3-(3,4-difluoro-2-methylphenyl)-4,5-dimethyl-5-(trifluoromethyl)tetrahydrofuran-2-yl)-4-((4-methoxybenzyl)oxy)-1,6-naphthyridine FC=1C(=C(C=CC1F)[C@H]1[C@@H](O[C@]([C@H]1C)(C(F)(F)F)C)C1=NC2=CC=NC=C2C(=C1)OCC1=CC=C(C=C1)OC)C